FC(C=1C=NC(=NC1)N1CC=2N(CC1)C(=NC2)CCO)(F)F 2-(7-(5-(trifluoromethyl)pyrimidin-2-yl)-5,6,7,8-tetrahydroimidazo[1,5-a]pyrazin-3-yl)ethan-1-ol